C(=O)(O)CC=1C(=C(C(=O)NC2=CC=NC=C2C(=O)O)C=C(C1)O)O 4-(3-(carboxymethyl)-2,5-dihydroxybenzoylamino)nicotinic acid